S(=O)(=O)=CC=C=CC#N 5-sulfonyl-penta-2,3-dienenitrile